ClC1=C(C=CC(=C1)Cl)C=1CCCC2=C(C1C1=C(C=C(C(=C1)F)CC1CN(C1)CCCF)F)C=CC=C2 8-(2,4-Dichlorophenyl)-9-(2,5-difluoro-4-((1-(3-fluoropropyl)azetidin-3-yl)methyl)phenyl)-6,7-dihydro-5H-benzo[7]annulen